C1(=CC(=CC=C1)C1=NC(=NC(=N1)C1=CC(=CC=C1)N1C2=CC=CC=C2C=2C=CC=CC12)C1=CC=CC2=C1OC1=C2C=CC=C1)C1=CC=CC=C1 2-(1,1'-biphenyl-3-yl)-4-[3-(9H-carbazol-9-yl)phenyl]-6-(dibenzofuran-4-yl)-1,3,5-triazine